[Si](C)(C)(C(C)(C)C)O[C@H]1CC[C@H](CC1)OC=1C=CC=C2C=NC(=NC12)Cl 8-((cis-4-((tert-butyldimethylsilyl)oxy)cyclohexyl)oxy)-2-chloroquinazoline